N-(4-cyanobenzyl)thiophene-2-carboxamide C(#N)C1=CC=C(CNC(=O)C=2SC=CC2)C=C1